C1C(CC12OCCO2)CN2C(N(C=1N=CN(C1C2=O)C)C)=O (5,8-dioxaspiro[3.4]Octane-2-ylmethyl)-3,7-dimethyl-1H-purine-2,6(3h,7h)-dione